tert-butyl (tert-butoxycarbonyl)(5-(6-(difluoromethyl)picolinamido)-3-methoxypyridin-2-yl)carbamate C(C)(C)(C)OC(=O)N(C(OC(C)(C)C)=O)C1=NC=C(C=C1OC)NC(C1=NC(=CC=C1)C(F)F)=O